(E)-2,6-dichloro-4-(2-(dimethylamino)vinyl)nicotinonitrile ClC1=C(C#N)C(=CC(=N1)Cl)\C=C\N(C)C